C=1N=CN2C1C=CC=C2C#CC2=NN(C(=C2C(=O)N)NC)[C@@H]2CN([C@H](C2)COC)C(C=C)=O 3-(2-{imidazo[1,5-a]pyridin-5-yl}ethynyl)-1-[(3s,5r)-5-(methoxymethyl)-1-(prop-2-enoyl)pyrrolidin-3-yl]-5-(methylamino)pyrazole-4-carboxamide